disodium hydrogen phosphate salt P(=O)(O)([O-])[O-].[Na+].[Na+]